diphenyl-(4-methanoyl-phenyl)phosphine oxide C1(=CC=CC=C1)P(C1=CC=C(C=C1)C=O)(C1=CC=CC=C1)=O